CS(=O)(C)=NC=1C=CC(=C(C1)C=1C2=C(C(N(C1)C)=O)NC(=C2)C(=O)NCC(F)(F)F)OC2=C(C=C(C=C2C)F)C 4-{5-{[dimethyl(oxo)-λ6-sulfanylidene]amino}-2-(4-fluoro-2,6-dimethylphenoxy)phenyl}-6-methyl-7-oxo-N-(2,2,2-trifluoroethyl)-6,7-dihydro-1H-pyrrolo[2,3-c]pyridine-2-carboxamide